nitrophosphoric acid [N+](=O)([O-])OP(O)(O)=O